OC1=CC(=C(C(=C1)C1=CC=CC=C1)C=O)C 5-hydroxy-3-methyl-[1,1'-biphenyl]-2-carbaldehyde